N-((3R,4S)-4-((7-(2,6-dichloro-3,5-dimethoxyphenyl)-5-(2-azaspiro[3.3]heptan-2-yl)-2,6-naphthyridin-3-yl)amino)tetra-hydrofuran-3-yl)acrylamide ClC1=C(C(=C(C=C1OC)OC)Cl)C1=NC(=C2C=C(N=CC2=C1)N[C@H]1[C@H](COC1)NC(C=C)=O)N1CC2(C1)CCC2